3-{[2-(2-Methylphenyl)[1,2,4]triazolo[1,5-c]quinazolin-5-yl]amino}pyrrolidin-2-one tert-butyl-N-[[2-(tert-butoxycarbonylamino)-6-methyl-imidazo[1,2-a]pyrazin-8-yl]methyl]carbamate C(C)(C)(C)OC(NCC=1C=2N(C=C(N1)C)C=C(N2)NC(=O)OC(C)(C)C)=O.CC2=C(C=CC=C2)C2=NN1C(=NC=3C=CC=CC3C1=N2)NC2C(NCC2)=O